C(CCCCCC)NC(=O)N(CC)CC N-heptyl-N',N'-diethylurea